FC(C(=O)O)(F)F.COC1=CC(=CC2=CN(N=C12)C)C=1C=CC(=C(C1)O)C=1N=NC(=CC1)C1CN(C1)C 5-(7-methoxy-2-methyl-2H-indazol-5-yl)-2-[6-(1-methylazetidin-3-yl)pyridazin-3-yl]phenol trifluoroacetate